N-hexylmaleimide C(CCCCC)N1C(C=CC1=O)=O